(S)-8-ethynyl-6-(2-fluorophenyl)-N,N,4-trimethyl-4H-benzo[f]imidazo[1,5-a][1,4]diazepine-3-carboxamide C(#C)C=1C=CC2=C(C(=N[C@H](C=3N2C=NC3C(=O)N(C)C)C)C3=C(C=CC=C3)F)C1